C(C)(C)(C)C1=CC=C(C=C1)N(C(=O)[C@@H]1N(C[C@@H](C1)OC)C(=O)OC(C)(C)C)C(C(=O)NC1CCC(CC1)(F)F)C=1C=NC=CC1 tert-butyl (2R,4R)-2-[(4-tert-butylphenyl)-[2-[(4,4-difluorocyclohexyl)amino]-2-oxo-1-(3-pyridyl)ethyl]carbamoyl]-4-methoxy-pyrrolidine-1-carboxylate